BrC=1C=CC(=NC1)CN1C(=NC=C1)Cl 5-bromo-2-((2-chloro-1H-imidazol-1-yl)methyl)pyridine